C(C=C)(=O)N1CC(C1)C(=O)N1CCC(CC1)N1N=CC(=C1)C=1C=C(C=2N(C1)N=CC2C#N)OC2CCC2 6-(1-(1-(1-acryloylazetidine-3-carbonyl)piperidin-4-yl)-1H-pyrazol-4-yl)-4-cyclobutoxypyrazolo[1,5-a]pyridine-3-carbonitrile